((2S,5S)-2,5-dimethylpiperazine-1,4-diyl)bis(((2R,3S)-2-methyl-3-phenyl-oxiran-2-yl)methanone) C[C@@H]1N(C[C@@H](N(C1)C(=O)[C@@]1(O[C@H]1C1=CC=CC=C1)C)C)C(=O)[C@@]1(O[C@H]1C1=CC=CC=C1)C